ClC1=CC2=C(N(C(N=C2N2[C@H](CN(CC2)C(C=C)=O)C)=O)C2=C(C=CC=C2)C(C)C)N=C1C1=C(C=CC(=C1)OC(F)F)F 6-chloro-7-(5-(difluoromethoxy)-2-fluorophenyl)-4-((2S)-2-methyl-4-(2-propenoyl)-1-piperazinyl)-1-(2-(2-propanyl)phenyl)pyrido[2,3-d]pyrimidin-2(1H)-one